FC1=CC=C(C=C1)C1N(CCC2=CC=CC=C12)C(=O)N 1-(4-fluorophenyl)-3,4-dihydroisoquinoline-2(1H)-carboxamide